C(C1=CC=CC=C1)OC1(C2=NN=C(C=3C(=CC(=C(N4CC(CC4CC=CCC1)(C)C)N3)C(F)(F)F)NC(OC(C)(C)C)=O)O2)C(F)(F)F tert-butyl N-[6-(benzyloxy)-14,14-dimethyl-6,18-bis(trifluoromethyl)-22-oxa-3,4,16,21-tetraazatetracyclo[15.3.1.12,5.012,16]docosa-1(21),2,4,9,17,19-hexaen-20-yl]carbamate